C(CCCCCCCC)N1C(=NC2=C3C=CC=NC3=C3N=CC=CC3=C21)C2=CC=C(C=C2)C=2N(C=1C(=C3C=CC=NC3=C3N=CC=CC13)N2)CCCCCCCCC 1,4-bis(1-nonyl-1H-imidazo[4,5-f][1,10]phenanthroline-2-yl)benzene